FC=1C=C(C=CC1[C@@H](C(F)(F)F)NC(NC1(CC1)C(=O)O)=O)C1=CC=C(C=C1)F (S)-1-(3-(1-(3,4'-difluoro-[1,1'-biphenyl]-4-yl)-2,2,2-trifluoroethyl)ureido)cyclopropane-1-carboxylic acid